CN1C(N(CC1=O)C=1C=CC(=NC1)N[C@@H]1C[C@H](CC1)NC#N)=O ((1S,3S)-3-((5-(3-methyl-2,4-dioxoimidazolidin-1-yl)pyridin-2-yl)amino)cyclopentyl)cyanamide